5-fluoro-N-methyl-2-({3-[(E)-2-{5-[(pyrrolidin-1-yl)methyl]pyridin-2-yl}vinyl]-1H-indazol-6-yl}thio)benzamide FC=1C=CC(=C(C(=O)NC)C1)SC1=CC=C2C(=NNC2=C1)\C=C\C1=NC=C(C=C1)CN1CCCC1